FC1=CC=C(OCCNC)C=C1 2-(4-fluorophenoxy)-N-methylethan-1-amine